5-(m-tolyl)-2-((4-(trifluoromethyl)benzyl)thio)benzo[d]oxazole C1(=CC(=CC=C1)C=1C=CC2=C(N=C(O2)SCC2=CC=C(C=C2)C(F)(F)F)C1)C